(1R,2S)-1-(2-methoxy-5-methylphenyl)-N-(2-methylquinoline-5-sulfonyl)-2-[2-(trifluoromethyl)phenyl]cyclopropane-1-carboxamide COC1=C(C=C(C=C1)C)[C@@]1([C@@H](C1)C1=C(C=CC=C1)C(F)(F)F)C(=O)NS(=O)(=O)C=1C=2C=CC(=NC2C=CC1)C